tert-butyl 2-(3-(((benzyloxy) carbonyl)amino)-1-methyl-1H-indazol-6-yl)-2,7-diazaspiro[3.5]nonane-7-carboxylate C(C1=CC=CC=C1)OC(=O)NC1=NN(C2=CC(=CC=C12)N1CC2(C1)CCN(CC2)C(=O)OC(C)(C)C)C